1-[4-bromo-2-(2-pyridinyl)pyrazol-3-yl]ethanone methyl-1-[2-(methanesulfonyloxy)ethyl]piperidine-4-carboxylate COC(=O)C1CCN(CC1)CCOS(=O)(=O)C.BrC1=C(N(N=C1)C1=NC=CC=C1)C(C)=O